benzyl-quinoxalin-2(1H)-one C(C1=CC=CC=C1)N1C(C=NC2=CC=CC=C12)=O